FC1=CC=C(C=C1)C(C=C)=O 1-(4-fluorophenyl)-2-propen-1-one